zinc selenide zinc [Zn+2].[Se-2].[Zn+2].[Se-2]